FC(CN(C=1C=C(C=C(C1)F)C#CC(CC)(O)C)C1=NC=2N(C3=CC=C(C(=C13)F)F)C(=NN2)C)F 1-[3-[2,2-difluoroethyl-(6,7-difluoro-1-methyl-[1,2,4]triazolo[4,3-a]quinazolin-5-yl)amino]-5-fluoro-phenyl]-3-methyl-pent-1-yn-3-ol